1-(chloromethyl)-3-fluoro-5-isopropylbenzene ClCC1=CC(=CC(=C1)C(C)C)F